3-(8-amino-5-(6-methoxypyridin-3-yl)-[1,2,4]triazolo[1,5-a]pyrazin-6-yl)benzonitrile NC=1C=2N(C(=C(N1)C=1C=C(C#N)C=CC1)C=1C=NC(=CC1)OC)N=CN2